N1=CC=C2NC=3C=NC=CC3C=C21 pyrrolo[3,2-b][1,7]naphthyridine